4-((6-cyclopropylpyridin-3-yl)amino)-2-(1,4-diazepan-1-yl)-N-methylpyrimidine-5-carboxamide hydrochloride Cl.C1(CC1)C1=CC=C(C=N1)NC1=NC(=NC=C1C(=O)NC)N1CCNCCC1